[Cu](=[Te])=[Te] copper-ditelluride